2-amino-3-methyl-N-((7R)-4,5,6,7-tetrahydro-1H-indazol-7-yl)-N-((5-(trifluoromethyl)-2-pyridinyl)methyl)-6-quinolinecarboxamide NC1=NC2=CC=C(C=C2C=C1C)C(=O)N(CC1=NC=C(C=C1)C(F)(F)F)[C@@H]1CCCC=2C=NNC12